tert-butyl 8-(4-(2,4-dioxotetrahydropyrimidin-1(2H)-yl)phenyl)-2,8-diazaspiro[4.5]decane-2-carboxylate O=C1N(CCC(N1)=O)C1=CC=C(C=C1)N1CCC2(CCN(C2)C(=O)OC(C)(C)C)CC1